ortho-isocyano-α-trifluoromethyl-styrene [N+](#[C-])C1=C(C(=C)C(F)(F)F)C=CC=C1